N-(4-(4-fluorophenyl)-5-(4-methylquinazolin-6-yl)pyrimidin-2-yl)acetamide FC1=CC=C(C=C1)C1=NC(=NC=C1C=1C=C2C(=NC=NC2=CC1)C)NC(C)=O